3-(N-(4-methoxybenzyl) methylsulfonylamino)-5-methylpyrrolidine-1-carboxylate COC1=CC=C(CCS(=O)(=O)NC2CN(C(C2)C)C(=O)[O-])C=C1